(2-(2-(2',5'-difluoro-[1,1'-biphenyl]-4-yl)-N-methylacetamido)-4-methylthiazol-5-yl)phosphonic acid FC1=C(C=C(C=C1)F)C1=CC=C(C=C1)CC(=O)N(C)C=1SC(=C(N1)C)P(O)(O)=O